SC1=C(C#N)C=CC=C1 mercaptobenzonitrile